2-chloro-7-fluoro-N-((R)-1-((trans)-4-(6-fluoroquinolin-4-yl)cyclohexyl)propan-2-yl)quinazolin-4-amine ClC1=NC2=CC(=CC=C2C(=N1)N[C@@H](C[C@@H]1CC[C@H](CC1)C1=CC=NC2=CC=C(C=C12)F)C)F